tert-butyl-(N-(3-((3-cyano-6,7-dimethoxyquinolin-4-yl)amino)propyl)sulfamoyl)carbamic acid C(C)(C)(C)N(C(O)=O)S(NCCCNC1=C(C=NC2=CC(=C(C=C12)OC)OC)C#N)(=O)=O